FC1=C2C=C(NC2=CC=C1N1C(C=2C=C(C(=NC2C(=C1)C(=O)N1CCC(CC1)F)OC)OC([2H])([2H])[2H])=O)C 6-(4-fluoro-2-methyl-1H-indol-5-yl)-8-(4-fluoropiperidine-1-carbonyl)-2-methoxy-3-(methoxy-d3)-1,6-naphthyridin-5(6H)-one